(Z)-(3,4,4-trifluoro-4-(quinolin-8-ylsulfonyl) but-2-en-1-yl) carbamate C(N)(OC\C=C(\C(S(=O)(=O)C=1C=CC=C2C=CC=NC12)(F)F)/F)=O